S(C)(=O)(=O)[O-].C(CCCCCCC)[NH+]1C(CCC1)C 1-octyl-2-methylpyrrolidinium mesylate